O1C2=C(OCCC1)C=C(C=C2)CN2CCC(CC2)(O)C=2C=C1C(N(C(C1=CC2)=O)C2C(NC(CC2)=O)=O)=O 5-(1-((3,4-dihydro-2H-benzo[b][1,4]dioxepin-7-yl)methyl)-4-hydroxypiperidin-4-yl)-2-(2,6-dioxopiperidin-3-yl)isoindoline-1,3-dione